S1C(=CC=C1)C(C=1C(=NC=CC1)O)C=1SC=CC1 3-(bis(thiophen-2-yl)methyl)pyridin-2-ol